ClCC1=C(C=CC=C1)C1OCCC1 2-(2-(Chloromethyl)phenyl)tetrahydrofuran